ClC=1C=C(C=CC1F)C1=NN=C(S1)CO (5-(3-chloro-4-fluorophenyl)-1,3,4-thiadiazol-2-yl)methanol